N1=CN=CC2=C1N1C(=C2)C(N=CC12CCCCC2)=O spiro(cyclohexane-1,9'-pyrazino(1',2':1,5)pyrrolo(2,3-d)pyrimidin)-6'-one